NCCN(CC(=O)N1CCCC1)CC#C 2-((2-aminoethyl)(prop-2-yn-1-yl)amino)-1-(pyrrolidin-1-yl)ethan-1-one